6-(8-((5,6-dihydro-4H-pyrrolo[1,2-b]pyrazol-3-yl)sulfonyl)-8-azabicyclo[3.2.1]octan-3-yl)-7-methyl-[1,2,4]triazolo[1,5-a]pyridine N=1N2C(=C(C1)S(=O)(=O)N1C3CC(CC1CC3)C=3C(=CC=1N(C3)N=CN1)C)CCC2